methyl 4-(6-methoxyimidazo[1,5-a]pyridin-7-yl)-6-methylnicotinate COC=1C(=CC=2N(C1)C=NC2)C2=CC(=NC=C2C(=O)OC)C